ClC=1C=C2C(=NC1)NCC21CC(C1)C#N (1s,3s)-5'-Chloro-1',2'-dihydrospiro[cyclobutane-1,3'-pyrrolo[2,3-b]pyridine]-3-carbonitrile